7-chloro-6-fluoro-4-hydroxy-1-(3-isopropylpyrazin-2-yl)-3-nitro-1,8-naphthyridin-2(1H)-one ClC1=C(C=C2C(=C(C(N(C2=N1)C1=NC=CN=C1C(C)C)=O)[N+](=O)[O-])O)F